2-[2,3-difluoro-4-(1-methyl-4-pyridin-4-yl-1H-pyrazol-3-yl)-phenoxymethyl]-quinoline FC1=C(OCC2=NC3=CC=CC=C3C=C2)C=CC(=C1F)C1=NN(C=C1C1=CC=NC=C1)C